3-chloro-5H-pyrano[2,3-c:4,5-c']dipyridine ClC1=CC2=C(C=N1)C1=C(C=NC=C1)OC2